3-(4-Benzyl-5-oxotetrahydrofuran-2-yl)propanoic acid C(C1=CC=CC=C1)C1CC(OC1=O)CCC(=O)O